C(C)(=O)OC1=C(C=C(C=C1)CC)OC 2-methoxy-4-ethylphenyl acetate